1,6-dimethyl-4-(1-(4-(trifluoromethoxy)benzyl)piperidin-4-yl)-1,4-dihydropyrido[2,3-b]pyrazine-2,3-dione CN1C2=C(N(C(C1=O)=O)C1CCN(CC1)CC1=CC=C(C=C1)OC(F)(F)F)N=C(C=C2)C